OC1=C(C(N(C=C1C)C)=O)NC(N[C@@H](CC(=O)O)C=1C=C(C=CC1)C1=C(C=CC=C1)C)=O (S)-3-(3-(4-hydroxy-1,5-dimethyl-2-oxo-1,2-dihydropyridin-3-yl)ureido)-3-(2'-methylbiphenyl-3-yl)propionic acid